C1(=CC=CC=C1)C1=NC=NC=C1C=1SC=CC1 4-phenyl-5-(thiophen-2-yl)pyrimidine